ClC1=CN=C(S1)C=1C=C(C(=O)N[C@H](C)C=2N=NC(=CC2)C(F)(F)F)C=C(C1)OC1CCOCC1 3-(5-chloro-1,3-thiazol-2-yl)-5-(tetrahydro-2H-pyran-4-yloxy)-N-[(1R)-1-[6-(trifluoromethyl)pyridazin-3-yl]ethyl]benzamide